3-(3-(4'-Chloro-1',2'-dihydrospiro[cyclopropane-1,3'-pyrrolo[2,3-b]pyridin]-5'-yl)phenyl)-1-methylpyridin-2(1H)-one ClC1=C2C(=NC=C1C=1C=C(C=CC1)C=1C(N(C=CC1)C)=O)NCC21CC1